C[C@@H]1C=C[C@@H](CC1)C(=C)C (1S,4R)-1-methyl-4-(1-methyl-vinyl)-2-cyclohexene